C1(CC1)CN1N=NC=C1C(=O)N[C@H](C1=NC2=C(N1)C=C(C=C2)[C@@H](C)NC(CCC(F)(F)F)=O)C2CCC(CC2)(F)F 3-(Cyclopropylmethyl)-N-[(S)-(4,4-difluorocyclohexyl)-[6-[(1R)-1-(4,4,4-trifluorobutanoylamino)ethyl]-1H-benzimidazol-2-yl]methyl]triazole-4-carboxamide